NC1=NC=CC2=C1N(C(N2[C@@H]2CN(CC(C2)(F)F)C(C(=C)F)=O)=O)C2=CC=C(C=C2)OC2=CC=CC=C2 (S)-4-amino-1-(5,5-difluoro-1-(2-fluoropropenoyl)piperidin-3-yl)-3-(4-phenoxyphenyl)-1,3-dihydro-2H-imidazo[4,5-c]pyridin-2-one